NC1=NC=NN2C1=NC=C2C=2C=C(C=CC2C)S(=O)(=O)N[C@@H]2CC[C@H](CC2)NC(OC(C)(C)C)=O tert-Butyl [trans-4-({[3-(4-aminoimidazo[2,1-f][1,2,4]triazin-7-yl)-4-methylphenyl]sulfonyl}amino)cyclohexyl]carbamate